(Z)-non-2-en-1-yl 4-aminobutanoate NCCCC(=O)OC\C=C/CCCCCC